8-chloro-3-(1-methylpyrazol-4-yl)isoquinoline ClC=1C=CC=C2C=C(N=CC12)C=1C=NN(C1)C